FC1(CCN(CC1)C=1C(=C(C=C2C=CC=NC12)NC(C1=C(C=C(C=C1)NS(=O)(=O)CCO)N1CCC2(CC2)CC1)=O)[2H])F N-(8-(4,4-difluoropiperidin-1-yl)quinolin-6-yl-7-d)-4-((2-hydroxyethyl)sulfonylamino)-2-(6-Azaspiro[2.5]octane-6-yl)benzamide